Cl.N1CCC(CC1)CCO 2-(piperidin-4-yl)ethanol, hydrochloride